ClC=1C=CC2=C([C@](C(CCN2)(F)F)(O)CO)C1 (5S)-7-chloro-4,4-difluoro-5-(hydroxymethyl)-2,3,4,5-tetrahydro-1H-1-benzoazepin-5-ol